CC=1C(N(C(=CC1)C)C1=CC=CC=C1)=O 3,6-dimethyl-1-phenyl-2(1H)pyridone